[F-].C(CCCC)[N+]1(CCCCC1)CCC 1-Pentyl-1-propylpiperidinium fluorid